(4,6-dimethoxypyrimidin-2-yl)-6-fluoro-5-isocyanatobenzothiazol-2(3H)-one COC1=NC(=NC(=C1)OC)N1C(SC2=C1C=C(C(=C2)F)N=C=O)=O